[N+](=O)([O-])C=1C=C(C=CC1)NC(CCCCCCC)=O N-(3-nitrophenyl)octanamide